OCC(C)N1N=C(C2=C1C=NN(C2=O)CC2=CC=C(C=C2)OC)C(F)(F)F 1-(1-hydroxypropan-2-yl)-5-(4-methoxybenzyl)-3-(trifluoromethyl)-1,5-dihydro-4H-pyrazolo[3,4-d]pyridazin-4-one